6-[[[(2S)-2-methoxypropyl]amino]methyl]-3,5-dihydropyrrolo[3,2-d]pyrimidin-4-one CO[C@H](CNCC1=CC=2N=CNC(C2N1)=O)C